C(#N)N1[C@@H]2CC[C@H](C1)[C@H]2NC(=O)C2=NNC(=C2)C2=C(C=CC=C2)OC2=CC=CC=C2 N-((1R,4R,7R)-2-Cyano-2-azabicyclo[2.2.1]heptan-7-yl)-5-(2-phenoxyphenyl)-1H-pyrazol-3-carboxamid